(7-(4-fluorophenyl)-6-(phenylseleno)-3,4-dihydro-1,8-naphthyridin-1(2H)-yl)(furan-2-yl)methanone FC1=CC=C(C=C1)C1=C(C=C2CCCN(C2=N1)C(=O)C=1OC=CC1)[Se]C1=CC=CC=C1